CN1N=C(C(=C1C)N)CC(F)(F)F 1,5-dimethyl-3-(2,2,2-trifluoroethyl)-1H-pyrazol-4-amine